N[C@H](C#N)CC=1SC(=CC1)C=1C=CC2=C(N(C(O2)=O)C)C1 (S)-2-amino-3-(5-(3-methyl-2-oxo-2,3-dihydrobenzo[d]oxazol-5-yl)thiophene-2-yl)propionitrile